ClC=1C(N(C(=CC1OCC1=NC=C(C=C1F)F)C)C1=CC(=NC=C1C)C1=NC(=NC=C1)C1(CC1)CO)=O 3-chloro-4-[(3,5-difluoropyridin-2-yl)methoxy]-2'-{2-[1-(hydroxymethyl)cyclopropyl]pyrimidin-4-yl}-5',6-dimethyl-[1,4'-bipyridin]-2-one